FC=1C(=NC=C2NC(C=3N(C12)C(=NN3)C)(C)C)C=3C=CC=C1C(=CNC31)C 9-fluoro-1,4,4-trimethyl-8-(3-methyl-1H-indol-7-yl)-4,5-dihydro-2,3,5,7,9b-pentaaza-cyclopenta[a]naphthalene